cadmium n-decanoate C(CCCCCCCCC)(=O)[O-].[Cd+2].C(CCCCCCCCC)(=O)[O-]